1-[1-(3,4-dimethylphenyl)-1H-1,2,3,4-tetrazol-5-yl]methanamine CC=1C=C(C=CC1C)N1N=NN=C1CN